C(C1=CC=CC=C1)OCCOCCOC1=C(C=CC(=C1)C)S(=O)(=O)O [2-(2-benzyloxyethoxy)ethoxy]4-methylbenzenesulfonic acid